C(C1=CC=CC=C1)SC=1C=C(N)C=C(C1)F 3-(benzylthio)-5-fluoroaniline